methoxy-5'-methyl-azobenzene COC1=C(C=C(C=C1)C)N=NC1=CC=CC=C1